methyl 1-(2,2,7-trifluoro-3-oxo-6-(perfluorophenyl)-2,3-dihydro-4H-benzo[b][1,4]oxazin-4-yl)cyclopropane-1-carboxylate FC1(C(N(C2=C(O1)C=C(C(=C2)C2=C(C(=C(C(=C2F)F)F)F)F)F)C2(CC2)C(=O)OC)=O)F